The molecule is an N-acyl-4-hydroxy-15-methylhexadecasphinganine-1-phosphocholine in which the acyl group has 24 carbons and 0 double bonds and is 2-hydroxylated. It is a N-acyl-4-hydroxy-15-methylhexadecasphinganine-1-phosphocholine and a 15-methylhexadecaphytosphingosine. CCCCCCCCCCCCCCCCCCCCCCC(C(=O)N[C@@H](COP(=O)([O-])OCC[N+](C)(C)C)[C@@H]([C@@H](CCCCCCCCCCC(C)C)O)O)O